2-(2-((6-Methoxy-2-methyl-1,2,3,4-tetrahydroisoquinolin-7-yl)amino)-9H-purin-9-yl)-N,N-dimethylbenzamide COC=1C=C2CCN(CC2=CC1NC1=NC=C2N=CN(C2=N1)C1=C(C(=O)N(C)C)C=CC=C1)C